2-(4-tert-butylphenyl)-N,N-dimethylaminosulfonyl-ethane C(C)(C)(C)C1=CC=C(C=C1)CCS(=O)(=O)N(C)C